C1(=CC=CC=C1)[C@H](C)N1C[C@@H](CC1)C(=O)O (R)-1-((S)-1-phenylethyl)pyrrolidine-3-carboxylic acid